1,10-bis(3,4-dicarboxyphenyl-carbonyloxy)decane C(=O)(O)C=1C=C(C=CC1C(=O)O)C(=O)OCCCCCCCCCCOC(=O)C1=CC(=C(C=C1)C(=O)O)C(=O)O